N-(6-bromobiphenyl-3-yl)-N-(9,9-diphenylfluoren-2-yl)amine BrC1=CC=C(C=C1C1=CC=CC=C1)NC1=CC=2C(C3=CC=CC=C3C2C=C1)(C1=CC=CC=C1)C1=CC=CC=C1